(S)-3-((S)-8-oxo-1,2,3,4,4a,5,8,10-octahydro-9H-pyrazino[1',2':4,5][1,4]oxazino[2,3-f]isoindol-9-yl)piperidine-2,6-dione O=C1N(CC2=CC3=C(C=C12)OC[C@H]1N3CCNC1)[C@@H]1C(NC(CC1)=O)=O